COC1=C(C(=O)NCC2=NOC(C2)C(=O)N[C@@H](CC(C)C)[B])C=CC=C1 ((1R)-1-(3-((2-methoxybenzamido)methyl)-4,5-dihydroisoxazole-5-carboxamido)-3-methylbutyl)boron